NC1=CC(=NC(=N1)N1CCC(CC1)(F)F)C=1N=NN(C1)C1=C(C=C(C=C1)NS(=O)(=O)CCO)N1CCC2(CC2)CC1 N-(4-{4-[6-amino-2-(4,4-difluoropiperidin-1-yl)pyrimidin-4-yl]-1H-1,2,3-triazol-1-yl}-3-{6-azaspiro[2.5]octan-6-yl}phenyl)-2-hydroxyethane-1-sulfonamide